BrC=1C=C(C=CC1NCC1=CC=C(C=C1)C(F)(F)F)S(=O)(=O)NC([2H])([2H])[2H] 3-bromo-N-(trideuteriomethyl)-4-[[4-(trifluoromethyl)phenyl]methylamino]benzenesulfonamide